CC1=C(C=C(C=C1)NC(=O)C1=NC=CC(=C1)C(F)(F)F)C1=CC2=C(N=C(N=C2)NC)N2C1=NC[C@H]2C (R)-N-(4-methyl-3-(9-methyl-2-(methylamino)-8,9-dihydroimidazo[1',2':1,6]pyrido[2,3-d]pyrimidin-6-yl)phenyl)-4-(trifluoromethyl)pyridineamide